tert-Butyl 3-methoxy-4-(piperidin-1-yl)pyrrolidine-1-carboxylate COC1CN(CC1N1CCCCC1)C(=O)OC(C)(C)C